2-chloro-4-(5-(3-(methoxymethyl)phenyl)-1-methyl-2-oxo-1,2-dihydropyridin-4-yl)-6-methyl-1-tosyl-1,6-dihydro-7H-pyrrolo[2,3-c]pyridin-7-one ClC1=CC2=C(C(N(C=C2C2=CC(N(C=C2C2=CC(=CC=C2)COC)C)=O)C)=O)N1S(=O)(=O)C1=CC=C(C)C=C1